3-(3-(4-chloro-3-trifluoromethylphenyl)ureido)-N-(2-hydroxyethyl)-2,3,4,9-tetrahydro-1H-carbazole-8-carboxamide ClC1=C(C=C(C=C1)NC(NC1CCC=2NC3=C(C=CC=C3C2C1)C(=O)NCCO)=O)C(F)(F)F